C(#N)C1=CC2=C(N(C3=C(C=C2)C=CC=N3)CC3=CC=C(C(=O)OC)C=C3)C=C1 methyl 4-((8-cyano-11H-benzo[b]pyrido[3,2-f]azepin-11-yl)methyl)benzoate